FC1=C(C=C2C=CNC(C2=C1F)=O)C1=NC=C(C=N1)C(F)(F)F 7,8-difluoro-6-(5-(trifluoromethyl)pyrimidin-2-yl)isoquinolin-1(2H)-one